NCC(=O)N1C(C=2N(CC1)C(=C(N2)C2=CC(=C(C=C2)F)F)NC2=CC(=C(C=C2)Cl)C(F)(F)F)(C)C 2-amino-1-(3-((4-chloro-3-(trifluoromethyl)phenyl)amino)-2-(3,4-difluorophenyl)-8,8-dimethyl-5,6-dihydroimidazo[1,2-a]pyrazin-7(8H)-yl)ethan-1-one